C1CCCC12CCNCC2 8-azaspiro[4.5]Decane